OC1(CN(C1)C1=CC(=C(NC2=CC3=C(NC(CCO3)=O)C=C2)C=C1)C)C(F)(F)F 8-[4-[3-hydroxy-3-(trifluoromethyl)azetidin-1-yl]-2-methyl-anilino]-3,5-dihydro-2H-1,5-benzoxazepin-4-one